N1C=C(C2=CC=CC=C12)CC(=O)N1CCN(CC1)C1=NC(=CC(=N1)NC1=CC2=C(C=N1)C=NN2C(C)C)N2CCCC2 2-(1H-indol-3-yl)-1-{4-[4-{[1-(propan-2-yl)-1H-pyrazolo[4,3-c]pyridin-6-yl]amino}-6-(pyrrolidin-1-yl)pyrimidin-2-yl]piperazin-1-yl}ethanone